CC1=CC2=C(C(CCS2)=O)C=C1 7-methylbenzothian-4-one